(4-(1-(difluoromethyl)-1H-pyrazol-3-yl)cyclohex-3-en-1-yl)carbamic acid tert-butyl ester C(C)(C)(C)OC(NC1CC=C(CC1)C1=NN(C=C1)C(F)F)=O